C(OC1=C(C(=C(C(=C1F)F)F)F)F)(OC1(COC1)C(F)(F)F)=O perfluorophenyl (3-(trifluoromethyl)oxetan-3-yl) carbonate